C(=O)OC(C)(C)C tertbutyl formate